1-((1-(cyclopropylmethyl)-8-(dimethylamino)-2-oxo-8-phenyl-1,3-diazaspiro[4.5]decan-3-yl)methyl)cyclopropanecarboxamide C1(CC1)CN1C(N(CC12CCC(CC2)(C2=CC=CC=C2)N(C)C)CC2(CC2)C(=O)N)=O